NC1=NC=NC=2N(C3=CC=C(C=C3C21)CNC(=O)OC(C)(C)C)CC(=O)OC methyl 2-(4-amino-6-((tert-butoxycarbonylamino)methyl)-9H-pyrimido[4,5-b]indol-9-yl)acetate